C1(CC1)C(CNC(=O)C1=NN(C(N1)=O)C)CC1=CC(=C(C=C1)F)F N-(2-cyclopropyl-3-(3,4-difluorophenyl)propyl)-1-methyl-5-oxo-4,5-dihydro-1H-1,2,4-triazole-3-carboxamide